FC1=C(N)C(=CC(=C1)B1OC(C(O1)(C)C)(C)C)F 2,6-Difluoro-4-(4,4,5,5-tetramethyl-1,3,2-dioxaborolan-2-yl)aniline